Naphthalenesulfonic acid C1=CC=C2C(=C1)C=CC=C2S(=O)(=O)O